1-(5-fluoro-3-iodo-1H-indol-2-yl)butan-1-one FC=1C=C2C(=C(NC2=CC1)C(CCC)=O)I